N/C(/NS(=O)(=O)C)=N\C(=N\S(=O)(=O)C1=CC=C(C=C1)C(F)(F)F)\N1N=C(C(C1)C1=CC=CC=C1)C1=CC=C(C=C1)C#N (Z)-N-((E)-amino(methylsulfonamido)methylene)-3-(4-cyanophenyl)-4-phenyl-N'-((4-(trifluoromethyl)phenyl)sulfonyl)-4,5-dihydro-1H-pyrazole-1-carboximidamide